6-(benzofuran-6-yl)-N-(5-fluoro-1H-indol-3-yl)-3,4-dihydroisoquinoline-2(1H)-carboxamide O1C=CC2=C1C=C(C=C2)C=2C=C1CCN(CC1=CC2)C(=O)NC2=CNC1=CC=C(C=C21)F